(1R,2S,4S)-2-ALLYL-4-((TERT-BUTYLDIMETHYLSILYL)OXY)CYCLOPENTANOL C(C=C)[C@@H]1[C@@H](C[C@H](C1)O[Si](C)(C)C(C)(C)C)O